4-(4-amino-6-(4-methacrylamido-phenyl)-7-methyl-7H-pyrrolo[2,3-d]pyrimidin-5-yl)-N-(2-(dimethylamino)ethyl)-N-(2,2,2-trifluoroethyl)benzamide NC=1C2=C(N=CN1)N(C(=C2C2=CC=C(C(=O)N(CC(F)(F)F)CCN(C)C)C=C2)C2=CC=C(C=C2)NC(C(=C)C)=O)C